3-fluorophenylmagnesium bromide FC=1C=C(C=CC1)[Mg]Br